N-(5-((6-((R)-3-(3,4-dichloro-2-fluorophenyl)isoxazolidine-2-yl)pyrimidine-4-yl)amino)-4-methoxy-2-(4-methylpiperazine-1-yl)phenyl)acrylamide ClC=1C(=C(C=CC1Cl)[C@@H]1N(OCC1)C1=CC(=NC=N1)NC=1C(=CC(=C(C1)NC(C=C)=O)N1CCN(CC1)C)OC)F